COC=1C=C(C=CC1OC)C1=NSC(=N1)C1CCNCC1 3-(3,4-dimethoxyphenyl)-5-(piperidin-4-yl)-1,2,4-thiadiazole